NC1=CC=C(C(=C1C1=CC(N2[C@@H](CCC2C1)C(=O)OCC(=O)C=1C(=NNC1)Cl)=O)F)Cl 2-(3-chloro-1H-pyrazol-4-yl)-2-oxoethyl (3S)-7-(6-amino-3-chloro-2-fluorophenyl)-5-oxo-1,2,3,5,8,8a-hexahydroindolizine-3-carboxylate